COC(=O)C=1SC=C(C1OCC1=CC=C(C=C1)CN1C[C@@H](O[C@@H](C1)C)C)Br 4-bromo-3-(4-{[(2S,6R)-2,6-dimethylmorpholino]methyl}benzyloxy)thiophene-2-carboxylic acid methyl ester